C1(=CC=CC=C1)[S+](C1CCCCC1)C1=CC=CC=C1 diphenyl-cyclohexylsulfonium